(9,10-dihydro-9,10-dioxo-1,5-anthracenediyl)bisbenzamide O=C1C2=CC=CC(=C2C(C=2C=CC=C(C12)C1=C(C(=O)N)C=CC=C1)=O)C1=C(C(=O)N)C=CC=C1